4-bromo-1H-pyrrolo[2,3-c]Pyridine BrC1=C2C(=CN=C1)NC=C2